C(CCCCCCCCC)C1=CC=C(C=C1)C1=NOC(=N1)CNC(CN(C(OC(C)(C)C)=O)C)=O tert-butyl (2-(((3-(4-decylphenyl)-1,2,4-oxadiazol-5-yl)methyl)amino)-2-oxoethyl)(methyl)carbamate